C1(=CC=CC2=CC3=CC=CC=C3C=C12)S(=O)(=O)[O-] anthracene-1-sulfonate